2,3-dihydro-1-benzothiophene-2-carboxylic acid S1C(CC2=C1C=CC=C2)C(=O)O